C1(CC1)N1N=C(C(=C1)F)[S@](=O)(N)=NC(NC1=C2C(=NC3=C1CCC3)[C@@H](CC2)C)=O |o1:9| (S) or (R)-1-cyclopropyl-4-fluoro-N'-(((R)-3-methyl-1,2,3,5,6,7-hexahydrodicyclopenta[b,e]pyridin-8-yl)carbamoyl)-1H-pyrazole-3-sulfonimidamide